O=C1N(CCC(N1)=O)C1=CN=CC2=C(C=CC=C12)C1(CCC1)C=O [4-(2,4-Dioxohexahydropyrimidin-1-yl)-8-isoquinolinyl]Cyclobutanecarboxaldehyde